FC1=CC(=CC=2N(C(=NC21)C)C(C)C)C=2C=CN1N=C(N=CC12)C1(CC(C1)N(C)C)N 1-(5-(4-fluoro-1-isopropyl-2-methyl-1H-benzo[d]imidazol-6-yl)pyrrolo[2,1-f][1,2,4]triazin-2-yl)-N3,N3-dimethylcyclobutane-1,3-diamine